trimethoxy-3-(2-methoxyethoxy)propylsilane CO[Si](CCCOCCOC)(OC)OC